Tert-butyl 4-oxo-4-(pyrimidin-2-yl)butanoate O=C(CCC(=O)OC(C)(C)C)C1=NC=CC=N1